Methanesulfonic acid [5-(methoxymethoxy) pyridin-2-yl]Methyl ester COCOC=1C=CC(=NC1)COS(=O)(=O)C